FC1=CC2=C(N=C(S2)C)C=C1CN1C[C@@H](C[C@@H]1C)OC1=CC2=C(C=N1)CN(C2)C(C)=O 1-[6-[(3R,5S)-1-[(6-fluoro-2-methyl-1,3-benzothiazol-5-yl)methyl]-5-methyl-pyrrolidin-3-yl]oxy-1,3-dihydropyrrolo[3,4-c]pyridin-2-yl]ethanone